(2R,5S)-5-[2-(4-chloro-3-fluorophenoxy)acetamido]-N-[(1s,3s)-3-(trifluoromethoxy)cyclobutyl]piperidine-2-carboxamide ClC1=C(C=C(OCC(=O)N[C@H]2CC[C@@H](NC2)C(=O)NC2CC(C2)OC(F)(F)F)C=C1)F